4-[1-(1-phenylethyl)-1H-pyrazol-4-yl]-1H-pyrrolo[2,3-b]pyridine C1(=CC=CC=C1)C(C)N1N=CC(=C1)C1=C2C(=NC=C1)NC=C2